2-(1-cyclopropylpyrazol-4-yl)-6-(difluoromethyl)-4-(p-tolylsulfonyl)morpholine C1(CC1)N1N=CC(=C1)C1CN(CC(O1)C(F)F)S(=O)(=O)C1=CC=C(C=C1)C